CN1C(C(CCC1)C1=CC=2C(=NC=C(C2NC=2C=CC3=C(N=CS3)C2)F)S1)C N-(2-(1,2-dimethylpiperidin-3-yl)-5-fluorothieno[2,3-b]pyridin-4-yl)benzo[d]thiazol-5-amine